NC1=C(OCC(C(=O)OC(C)(C)C)=C)C=C(C=C1)C(F)(F)F tert-butyl 2-((2-amino-5-(trifluoromethyl)phenoxy)methyl)acrylate